C1=CCCCCCC1.[Ir] iridium cyclooctene